The molecule is an azaphilone that is 9,9a-dihydro-6H-furo[2,3-h]isochromene-6,8(6aH)-dione substituted by a 6-methyl-2-oxocyclohex-3-en-1-yl group at position 3, a methyl group at position 6a and a 4,6,8-trimethyldeca-2,4-dienoyl group at position 9. Isolated from Chaetomium longirostre, it exhibits cytotoxic and antimalarial activities. It has a role as an antimalarial, an antineoplastic agent and a Chaetomium metabolite. It is a gamma-lactone, an azaphilone and an organic heterotricyclic compound. CCC(C)CC(C)/C=C(\\C)/C=C/C(=O)[C@@H]1[C@@H]2C3=COC(=CC3=CC(=O)[C@@]2(OC1=O)C)[C@@H]4[C@H](CC=CC4=O)C